tert-butyl N-[6-(4-cyano-3-pyridyl)-3-[[(1S,2S)-2-fluorocyclopropanecarbonyl]amino]cinnolin-8-yl]carbamate C(#N)C1=C(C=NC=C1)C=1C=C2C=C(N=NC2=C(C1)NC(OC(C)(C)C)=O)NC(=O)[C@H]1[C@H](C1)F